3-(2-Imino-3-methyl-8-(1-methyl-1H-pyrazol-5-yl)-2,3-dihydro-1H-imidazo[4,5-c]quinolin-1-yl)-4-methylbenzonitrile N=C1N(C2=C(C=NC=3C=CC(=CC23)C2=CC=NN2C)N1C)C=1C=C(C#N)C=CC1C